3-(benzyloxy)4-nitrobenzoic acid cyclobutyl ester C1(CCC1)OC(C1=CC(=C(C=C1)[N+](=O)[O-])OCC1=CC=CC=C1)=O